FC1=C(C(=CC=C1)C)C1CCC(CC1)C=1C(N(C2=NC(=CC=C2C1)C)CC1=NC=CN=C1O)=O 3-((1r,4r)-4-(2-fluoro-6-methylphenyl)cyclohexyl)-1-((3-hydroxypyrazin-2-yl)methyl)-7-methyl-1,8-naphthyridin-2(1H)-one